5-bromo-2-(trifluoro-methyl)pyridine 3-dodecoxy-2-hydroxypropyldi(3-hydroxypropyl)aminoxide C(CCCCCCCCCCC)OCC(CC(CCN([O-])CCCO)O)O.BrC=1C=CC(=NC1)C(F)(F)F